6-(4-fluoro-4-methylpiperidin-1-yl)quinoline-4-carboxylic acid FC1(CCN(CC1)C=1C=C2C(=CC=NC2=CC1)C(=O)O)C